O1C(=CC=C1)CC1(NC2CC(CC(C2C(C1C(=O)[O-])C1=C(C=CC=C1)F)=O)C1=C(C=CC=C1)OC)C tetrahydro-2-furanylmethyl-4-(2-fluorophenyl)-7-(2-methoxyphenyl)-2-methyl-5-oxo-1,4,5,6,7,8-hexahydro-3-quinolinecarboxylate